C(C)(=O)C1=NN(C2=C(C=C(C=C12)C=1C=NC(=NC1)C)C1CC1)CC(=O)N1[C@@H]2C[C@@]2(CC1C(=O)NC1=NC(=CC=C1C)Br)C (1R,5R)-2-(2-(3-acetyl-7-cyclopropyl-5-(2-methylpyrimidin-5-yl)-1H-indazol-1-yl)acetyl)-N-(6-bromo-3-methylpyridin-2-yl)-5-methyl-2-azabicyclo[3.1.0]hexane-3-carboxamide